ClC=1C=C(C=CC1Cl)NC1=NC2=CC=CC=C2C(=N1)NC1CCNCC1 N2-(3,4-dichlorophenyl)-N4-(piperidin-4-yl)quinazoline-2,4-diamine